CC1=C(C2=CC=CC=C2C=C1)C(=O)P(C1=CC=CC=C1)(C(=O)C1=C(C=CC2=CC=CC=C12)C)=O bis-(2-methyl-1-naphthoyl)phenylphosphine oxide